CC(C)C1=CC=CC=C1 (methylethyl)benzene